((4-((1R,5S)-3,8-diazabicyclo[3.2.1]octan-3-yl)-7-(8-chloronaphthalen-1-yl)-8-fluoropyrido[4,3-d]pyrimidin-2-yloxy)methyl)hexahydropyrrolizine [C@H]12CN(C[C@H](CC1)N2)C=2C1=C(N=C(N2)OCC2CCN3CCCC23)C(=C(N=C1)C1=CC=CC2=CC=CC(=C12)Cl)F